(S)-4'H,6'H-spiro[piperidine-4,5'-pyrrolo[1,2-b]pyrazole]-4'-amine dihydrochloride Cl.Cl.N=1N2C(=CC1)[C@H](C1(C2)CCNCC1)N